OCC1CN(CCC1)C1=NC=CC(=C1)C1=CC(=NC=C1)NC(C1=CC=C(C=C1)OC)=O N-(2'-(3-(hydroxymethyl)piperidin-1-yl)-[4,4'-bipyridin]-2-yl)-4-methoxybenzamide